5-(difluoromethoxy)-4-methoxy-N,N-bis[(4-methoxyphenyl)methyl]-6-methylsulfanyl-pyrimidin-2-amine FC(OC=1C(=NC(=NC1SC)N(CC1=CC=C(C=C1)OC)CC1=CC=C(C=C1)OC)OC)F